1-(5-chloropyridin-2-yl)-N-(5-(3-cyclopropyl-1-hydroxy-1-(pyridin-2-yl)propyl)-2-fluorophenyl)-3-(trifluoromethyl)-1H-pyrazole-5-carboxamide ClC=1C=CC(=NC1)N1N=C(C=C1C(=O)NC1=C(C=CC(=C1)C(CCC1CC1)(C1=NC=CC=C1)O)F)C(F)(F)F